2-(di-adamantylphosphino)-2',4',6'-triisopropyl-3,6-dimethoxy-1,1'-biphenyl C12(CC3CC(CC(C1)C3)C2)P(C2=C(C(=CC=C2OC)OC)C2=C(C=C(C=C2C(C)C)C(C)C)C(C)C)C23CC1CC(CC(C2)C1)C3